2-[3,5-Bis(difluoromethyl)-1H-pyrazol-1-yl]-1-[4-(4-{(5S)-5-[2-(prop-2-yn-1-yloxy)phenyl]-4,5-dihydro-1,2-oxazol-3-yl}-1,3-thiazol-2-yl)piperidin-1-yl]ethanone FC(C1=NN(C(=C1)C(F)F)CC(=O)N1CCC(CC1)C=1SC=C(N1)C1=NO[C@@H](C1)C1=C(C=CC=C1)OCC#C)F